NC=1C=2N(C3=CC(=C(C=C3N1)F)C(=O)N1[C@@H]3[C@H](O[C@H](C1)C)CC=1C=C(C(=CC13)F)OC(F)(F)F)C=NC2 (4-amino-7-fluoroimidazo[1,5-a]quinoxalin-8-yl)((2S,4aS,9aR)-6-fluoro-2-methyl-7-(trifluoromethoxy)-2,3,9,9a-tetrahydroindeno[2,1-b][1,4]oxazin-4(4aH)-yl)methanone